2,6-diaminopyrimidin-4-ol NC1=NC(=CC(=N1)O)N